[O].[Mn].[Ni] nickel-manganese oxygen